BrC=1C=C2C(=NC1)C=C(N2)C2CCN(CC2)C(=O)OC(C)(C)C tert-Butyl 4-(6-bromo-1H-pyrrolo[3,2-b]pyridin-2-yl)piperidine-1-carboxylate